N'-(1,3-Dimethylbutylidene)Picolinic Acid Hydrazide CC(CC(C)C)=NNC(C1=NC=CC=C1)=O